2,2-bis-hydroxymethylbutanal OCC(C=O)(CC)CO